oxo-niobium iodate I(=O)(=O)[O-].O=[Nb+3].I(=O)(=O)[O-].I(=O)(=O)[O-]